3-hydroxy-N,N-bis(methyl-d3)benzamide OC=1C=C(C(=O)N(C([2H])([2H])[2H])C([2H])([2H])[2H])C=CC1